5,6-DIPHENYL-3(2H)-PYRIDAZINONE C1(=CC=CC=C1)C1=CC(NN=C1C1=CC=CC=C1)=O